ClC1=C(C=CC(=C1)C(F)(F)F)C1=CC=C(C=C1)C(=O)NC1=CC(=C(C=C1)O)NS(=O)(=O)CCN(C)C 2'-chloro-N-(3-((2-(dimethylamino)ethyl)sulfonamido)-4-hydroxyphenyl)-4'-(trifluoromethyl)-[1,1'-biphenyl]-4-carboxamide